Amino-3-indolepropionic acid NC=1NC2=CC=CC=C2C1CCC(=O)O